C1(CC1)C=1N=NN(C1)[C@H](C(=O)N1CC[C@H](C1)O)C(C)C (2S,4R)-1-((S)-2-(4-cyclopropyl-1H-1,2,3-triazol-1-yl)-3-methylbutanoyl)-4-hydroxypyrrolidine